O1CCOC12CCC(CC2)N2CCN(CC2)C2=CC=C(C=C2)C=2C=C(N=NC2N)C2=C(C=CC=C2)O 2-(5-(4-(4-(1,4-dioxaspiro[4.5]decan-8-yl)piperazin-1-yl)phenyl)-6-aminopyridazin-3-yl)phenol